5-amino-7-(4-bromophenyl)-3-(4-methoxyphenyl)-7H-thiazolo[3,2-a]pyrimidine-6-carbonitrile NC1=C(C(N=C2N1C(=CS2)C2=CC=C(C=C2)OC)C2=CC=C(C=C2)Br)C#N